[2-(2,6-dioxo-3-piperidinyl)-1-oxo-isoindolin-5-yl]piperidine-4-carbaldehyde O=C1NC(CCC1N1C(C2=CC=C(C=C2C1)N1CCC(CC1)C=O)=O)=O